C(CCCCCCCC=CCC=CCCCCC)(=O)O 9,12-Octadecadienic acid